oxopiperazin O=C1NCCNC1